FC=1C=C(COC2=NC=CC(=C2)C=2C=CC3=C(CCO3)C2)C=CC1F 2-((3,4-difluorobenzyl)oxy)-4-(2,3-dihydrobenzofuran-5-yl)pyridine